(difluoromethoxy)ethan-1-one FC(OC(C)=O)F